FC1=CC=C(C=C1)[C@@H]1N(CCC2=CC=CC=C12)C(NC1(CN2CCC1CC2)CO[Si](C)(C)C)=S (1S)-1-(4-fluorophenyl)-N-(3-(((trimethylsilyl)oxy)methyl)quinuclidin-3-yl)-3,4-dihydroisoquinoline-2(1H)-carbothioamide